2-((5-(3-(4-chloro-2-fluorophenyl)-2,3-dihydrobenzo[b][1,4]dioxin-5-yl)-3,6-dihydro-2H-pyran-2-yl)methyl)-1-(((S)-oxetan-2-yl)methyl)-1H-benzo[d]imidazole-6-carboxylic acid ClC1=CC(=C(C=C1)C1OC2=C(OC1)C=CC=C2C2=CCC(OC2)CC2=NC1=C(N2C[C@H]2OCC2)C=C(C=C1)C(=O)O)F